ethyl 3-(3-chlorophenyl ethyl)-1H-pyrazole-5-carboxylate ClC=1C=C(C=CC1)CCC1=NNC(=C1)C(=O)OCC